2-(4-(2-phenylacetyl)piperazin-1-yl)benzo[d]thiazole-6-carboxylic acid C1(=CC=CC=C1)CC(=O)N1CCN(CC1)C=1SC2=C(N1)C=CC(=C2)C(=O)O